5-(4-(3-(5-cyclopropyl-6-oxo-1,6-dihydropyrimidin-2-yl)cyclopent-2-en-1-yl)piperazin-1-yl)-6-fluoro-N-methylpicolinamide C1(CC1)C1=CN=C(NC1=O)C1=CC(CC1)N1CCN(CC1)C=1C=CC(=NC1F)C(=O)NC